C(C)O[Si](C1=C(C(=C(C(=C1F)F)F)F)F)(OCC)OCC triethoxy(perfluorophenyl)silane